propane-1,2-diyl bis(4-phenylbutanoate) C1(=CC=CC=C1)CCCC(=O)OCC(C)OC(CCCC1=CC=CC=C1)=O